6-(3-bromo-1H-pyrazol-1-yl)-2-chloro-9H-purine BrC1=NN(C=C1)C1=C2N=CNC2=NC(=N1)Cl